ClCC(=O)N1CCC2=CC=CC=C12 2-chloro-1-(2,3-dihydro-1H-indol-1-yl)ethan-1-one